(bromomethyl)-5-chloro-3-(oxetan-3-yl)-3H-imidazo[4,5-b]pyridine BrCC1=NC=2C(=NC(=CC2)Cl)N1C1COC1